OC(C(=O)O)C(C(=O)O)S 2-Hydroxy-3-mercaptosuccinic acid